N-({2-[(3,3-dimethyl-pyrrolidin-1-yl)methyl]-1H-indol-6-yl}methyl)-4-oxo-4H-pyrido[1,2-a]pyrimidine-2-carboxamide CC1(CN(CC1)CC=1NC2=CC(=CC=C2C1)CNC(=O)C=1N=C2N(C(C1)=O)C=CC=C2)C